1-(6-(4-(3-amino-5-chloro-6-methyl-1H-indazol-4-yl)-5-methyl-3-phenyl-1H-pyrazol-1-yl)-2-azaspiro[3.3]hept-2-yl)propan-2-en-1-one NC1=NNC2=CC(=C(C(=C12)C=1C(=NN(C1C)C1CC2(CN(C2)C(C=C)=O)C1)C1=CC=CC=C1)Cl)C